ClC1=CC(=NC(=C1)C1=CC=C(C=C1)OC)C=1C=CC(=NC1)OCCCN(C)C 3-(5-(4-chloro-6-(4-methoxyphenyl)pyridin-2-yl)pyridin-2-yloxy)-N,N-dimethylpropan-1-amine